(R)-8-(2,4-difluorophenyl)-2,3-dimethyl-6-(2-(1-methyl-1H-pyrazol-4-yl)morpholino)pyrido[3,4-d]pyrimidin-4(3H)-one FC1=C(C=CC(=C1)F)C1=NC(=CC2=C1N=C(N(C2=O)C)C)N2C[C@H](OCC2)C=2C=NN(C2)C